aluminum-oxide gold [Au+3].[O-2].[Al+3].[O-2].[O-2]